N[C@@H]([C@H](O)C)C(=O)[O-].[Cu+2].N[C@@H]([C@H](O)C)C(=O)[O-] copper threoninate